CS(=O)C=1C(=NC=C(N1)SC=1C(=NC=CC1)C(F)(F)F)N1CCC2([C@@H]([C@@H](OC2)C)N)CC1 (3S,4S)-8-(3-methylsulfinyl-5-[[2-(trifluoromethyl)pyridin-3-yl]thio]-pyrazin-2-yl)-3-methyl-2-oxa-8-azaspiro[4.5]decan-4-amine